methyl (S)-(3-(3-((tert-butoxycarbonyl)amino)pyrrolidin-1-yl)-4-(3,4-dichloro-5-methyl-1H-pyrrole-2-carboxamido)benzoyl)glycinate C(C)(C)(C)OC(=O)N[C@@H]1CN(CC1)C=1C=C(C(=O)NCC(=O)OC)C=CC1NC(=O)C=1NC(=C(C1Cl)Cl)C